FC=1C=CC(=NC1)C(=O)NC1=NC(=CC=C1)C=C1CCNCC1 5-fluoro-N-(6-(piperidin-4-ylidenemethyl)pyridin-2-yl)picolinamide